C(C)(=O)C1=CC=C(S1)COC1=CC=CC(=N1)C1CCN(CC1)CC1=NC2=C(N1C[C@H]1OCC1)C=C(C=C2)C(=O)O (S)-2-((4-(6-((5-acetyl-thiophen-2-yl)methoxy)pyridin-2-yl)piperidin-1-yl)methyl)-1-(oxetan-2-ylmethyl)-1H-benzo[d]Imidazole-6-carboxylic acid